(R,E)-N-(1-(6-bromopyridin-3-yl)ethylidene)-2-methylpropane-2-sulfinamide BrC1=CC=C(C=N1)\C(\C)=N\[S@](=O)C(C)(C)C